O1C2=C(OCC1)C=C(C=C2)OB(O)O (2,3-dihydrobenzo[b][1,4]dioxin-6-yl)boric acid